3-vinyl-azetidine-1-carboxylate C(=C)C1CN(C1)C(=O)[O-]